C(C)(C)(C)OCC=C[C@]1([C@@H](CC[C@H](C1)C)C(C)C)O (1R,2S,5R)-1-(3-(tert-butoxy)prop-1-en-1-yl)-2-isopropyl-5-methylcyclohexan-1-ol